ethylisobutyramide C(C)C(C(=O)N)(C)C